C(C)(C)(C)OC(=O)N[C@@H]1CC[C@H](CC1)C(=O)O trans-4-[(tert-butyloxycarbonyl)amino]-cyclohexanecarboxylic acid